2-((4-(trifluoromethyl)phenyl)thio)benzo[d]thiazole FC(C1=CC=C(C=C1)SC=1SC2=C(N1)C=CC=C2)(F)F